C(#N)C1=C(C=C(C(=O)OC)C=C1F)OC(F)F methyl 4-cyano-3-(difluoromethoxy)-5-fluorobenzoate